DL-Isoserine NC[C@@H](O)C(=O)O |r|